N-(7-(((3S,4R)-4-acrylamidotetrahydrofuran-3-yl)amino)-3-(2,6-dichloro-3,5-dimethoxyphenyl)-2,6-naphthyridin-1-yl)tetrahydrofuran-2-carboxamide C(C=C)(=O)N[C@@H]1[C@@H](COC1)NC1=NC=C2C=C(N=C(C2=C1)NC(=O)C1OCCC1)C1=C(C(=CC(=C1Cl)OC)OC)Cl